[Si](C)(C)(C(C)(C)C)O[C@@H]1C[C@H](N(C1)C(=O)OC(C)(C)C)C=1N(C=CN1)CC=1C(=NN(C1C)C1=CC=CC=C1)C tert-Butyl (2S,4R)-4-[tert-butyl(dimethyl)silyl]oxy-2-[1-[(3,5-dimethyl-1-phenylpyrazol-4-yl)methyl]imidazol-2-yl]pyrrolidine-1-carboxylate